CC1=C2C(C(=CN(C2=NC(=C1)N1CC(C1)C(NCC1COCC1)=O)C=1SC=CN1)C(=O)O)=O 5-methyl-4-oxo-7-{3-[(oxolan-3-ylmethyl)carbamoyl]azetidin-1-yl}-1-(1,3-thiazol-2-yl)-1,4-dihydro-1,8-naphthyridine-3-carboxylic acid